(E)-1-(2-(3,8-diazabicyclo[3.2.1]octan-3-yl)-7-(thiazol-2-yl)-4-(trifluoromethoxy)benzo[d]oxazol-5-yl)ethan-1-one O-methyl oxime CO\N=C(/C)\C=1C=C(C2=C(N=C(O2)N2CC3CCC(C2)N3)C1OC(F)(F)F)C=1SC=CN1